Boc-prolinaldehyde C(=O)(OC(C)(C)C)N1[C@@H](CCC1)C=O